S(=O)(=O)(O)C(C(=O)O)(CCC1=CC=C(C=C1)N1C(C=CC1=O)=O)N1C(CCC1=O)=O.C12(C3(CCCC3C(CC1)C2)CO)CO tricyclo[5.2.1.02,6]decanedimethanol sulfosuccinimidyl-4-[p-maleimidophenyl]-butyrate